6-((2,4-dimethoxybenzyl)amino)-9,9a,10,11,12,13-hexahydro-7H-pyrido[2',1':3,4][1,4]oxazepino[6,5-c][1,5]naphthyridin-7-one COC1=C(CNC2=NC3=CC=CN=C3C3=C2C(OCC2N3CCCC2)=O)C=CC(=C1)OC